2-[(7S)-3,7-Dimethyl-4,5,6,7-tetrahydroindazol-2-yl]-1-[(2R,3R)-3-(2-hydroxy-2-methyl-propoxy)-2-(3-methoxy-2-methyl-phenyl)pyrrolidin-1-yl]ethanone CC=1N(N=C2[C@H](CCCC12)C)CC(=O)N1[C@@H]([C@@H](CC1)OCC(C)(C)O)C1=C(C(=CC=C1)OC)C